CC1=C(N)C=CC(=C1)C1(C2=CC=CC=C2C=2C=CC=CC12)C1=CC(=C(N)C=C1)C 2,2'-Dimethyl-4,4'-(9-fluorenylidene)dianiline